COC(C)(CCC(C)(C(C)(C)C)OC)C(C)(C)C 2,5-dimethoxy-2,5-di-tert-butyl-hexane